C(C)OC(=O)C1CC(=CCC1)C1=NC2=C(C(=CC=C2C(=C1)Cl)Cl)Cl 3-(4,7,8-trichloroquinolin-2-yl)cyclohex-3-ene-1-carboxylic acid ethyl ester